3-bromo-4-(4-fluorophenyl)-2,5-dinitrothiophene BrC1=C(SC(=C1C1=CC=C(C=C1)F)[N+](=O)[O-])[N+](=O)[O-]